CN1C(=CC2=CC=C(C=C12)OC1=NC=C(N=C1)C#CCN1CCOCC1)C(=O)N1CCN(CC1)CC1=CC=C(C=C1)OCC(F)(F)F (1-methyl-6-((5-(3-morpholinoprop-1-yn-1-yl)pyrazin-2-yl)oxy)-1H-indol-2-yl)(4-(4-(2,2,2-trifluoroethoxy)benzyl)piperazin-1-yl)methanone